[1-[[3-[[(4S)-chroman-4-yl]carbamoyl]-2-fluoro-phenyl]methyl]-4,4-diethyl-6-oxo-hexahydropyrimidin-2-ylidene]ammonium O1CC[C@@H](C2=CC=CC=C12)NC(=O)C=1C(=C(C=CC1)CN1C(NC(CC1=O)(CC)CC)=[NH2+])F